TMS-acetylene-13C2 [Si](C)(C)(C)[13C]#[13CH]